FC1=C2C=NN(C2=CC(=C1)CC1CC2(CN(C2)C(=O)C2CC(C2)(C)O)C1)C (6-((4-Fluoro-1-methyl-1H-indazol-6-yl)methyl)-2-azaspiro[3.3]heptan-2-yl)((1s,3s)-3-hydroxy-3-methylcyclobutyl)methanone